N-[(6-bromopyridin-2-yl)methyl]-2,6-diisopropylaniline BrC1=CC=CC(=N1)CNC1=C(C=CC=C1C(C)C)C(C)C